1-(2-phenylcyclopropyl)-3-[trans-(7RS,9RS)-9-(1H-benzimidazol-2-ylamino)-3-cyclopropyl-5-(2-methyl-propylsulfamoyl)-8,9-dihydro-7H-cyclopenta[h]isoquinolin-7-yl]urea C1(=CC=CC=C1)C1C(C1)NC(=O)N[C@@H]1C[C@H](C=2C1=CC(=C1C=C(N=CC21)C2CC2)S(NCC(C)C)(=O)=O)NC2=NC1=C(N2)C=CC=C1 |r|